((S)-2-(o-tolyl)pyrrolidin-1-yl)pyrazine-2-carboxamide C1(=C(C=CC=C1)[C@H]1N(CCC1)C=1C(=NC=CN1)C(=O)N)C